ClC1=C2C3(C(N(C2=CC=C1)C1=CC=NN1C)=O)CC3 chloro-1'-(1-methyl-1H-pyrazol-5-yl)spiro[cyclopropane-1,3'-indolin]-2'-one